(E)-N-(2-((2-Methylhydrazineylidene)methyl)quinolin-8-yl)-4-(trifluoromethyl)benzenesulfonamide CN\N=C\C1=NC2=C(C=CC=C2C=C1)NS(=O)(=O)C1=CC=C(C=C1)C(F)(F)F